(1R,4s)-4-(8-(4-chloro-2,3-difluorophenylamino)-2-((1S,3R)-3-hydroxycyclohexylamino)-9H-purin-9-yl)cyclohexanecarboxamide ClC1=C(C(=C(C=C1)NC=1N(C2=NC(=NC=C2N1)N[C@@H]1C[C@@H](CCC1)O)C1CCC(CC1)C(=O)N)F)F